S1C=C(C2=C1CNCC2)C(=O)N 4,5,6,7-Tetrahydrothieno[2,3-c]Pyridin-3-Carboxamid